ClC1=CC=C2C(=CC=NC2=C1)OC1=CC=C(N)C=C1 4-((7-chloroquinolin-4-yl)oxy)aniline